2-(2-(cyclopropylmethyl)-5-(3-cyclopropylphenyl)-1-(3-fluoro-4-sulfamoylbenzyl)-1H-pyrrol-3-yl)-5-methylthiazole-4-carboxylic acid C1(CC1)CC=1N(C(=CC1C=1SC(=C(N1)C(=O)O)C)C1=CC(=CC=C1)C1CC1)CC1=CC(=C(C=C1)S(N)(=O)=O)F